CC1=CC=C(C=C1)S(=O)(=O)[O-].CC1=[NH+]C=C(N=C1)C 2,5-dimethyl-pyrazinium p-toluenesulfonate